NC1=C(C=2C(=NC=C(C2S1)F)C=1C2=C(C=3C=NC(=NC3C1F)N1C[C@@H](CC1)N1C[C@H](N([C@H](C1)C)C)C)COC2)C#N 2-Amino-7-fluoro-4-(5-fluoro-3-((R)-3-((3R,5S)-3,4,5-trimethylpiperazin-1-yl)pyrrolidin-1-yl)-7,9-dihydrofuro[3,4-f]quinazolin-6-yl)thieno[3,2-c]pyridine-3-carbonitrile